C1(C=CCCC1)N1N=CC=2C=NC(=CC21)NC2=NC(=CC(=N2)N2CCNCC2)N2CCCC2 1-cyclohex-2-en-1-yl-N-(4-piperazin-1-yl-6-pyrrolidin-1-ylpyrimidin-2-yl)-1H-pyrazolo[4,3-c]pyridin-6-amine